4-Chloro-3'-(((2-(4-methoxybenzyl)-1-oxoisoindolin-5-yl)oxy)methyl)-[1,1'-biphenyl]-3-carboxylic acid ClC1=C(C=C(C=C1)C1=CC(=CC=C1)COC=1C=C2CN(C(C2=CC1)=O)CC1=CC=C(C=C1)OC)C(=O)O